COC(C1=CC=C(C=C1)OCC)=O 4-Ethoxybenzoic acid methyl ester